3'-bromo-2,2-difluoro-2'-(4-fluorophenyl)-4',6'-dihydrospiro[cyclopropane-1,5'-pyrrolo[1,2-b]pyrazole] BrC1=C2N(N=C1C1=CC=C(C=C1)F)CC1(C2)C(C1)(F)F